n-tetradecyl triacontanoate C(CCCCCCCCCCCCCCCCCCCCCCCCCCCCC)(=O)OCCCCCCCCCCCCCC